CC1=C(C=C(N=N1)C#N)N1C(COCC1)C 6-methyl-5-(3-methylmorpholino)pyridazine-3-carbonitrile